N-(4-(8-amino-3,5-dimethylimidazo[1,5-a]pyrazin-1-yl)-3-fluoro-phenyl)-2-hydroxy-2-(3-(trifluoromethyl)phenyl)acetamide NC=1C=2N(C(=CN1)C)C(=NC2C2=C(C=C(C=C2)NC(C(C2=CC(=CC=C2)C(F)(F)F)O)=O)F)C